itaconic (anhydride) C1(C(=C)CC(=O)O1)=O